12-((biotinyl)amino)dodecanoic acid succinimidyl ester 2,5-dioxopyrrolidin-1-yl-12-(5-((3aS,6aR)-2-oxohexahydro-1H-thieno[3,4-d]imidazol-4-yl)pentanamido)dodecanoate O=C1N(C(CC1)=O)C(C(=O)O)CCCCCCCCCCNC(CCCCC1SC[C@@H]2NC(N[C@@H]21)=O)=O.C2(CCC(N2OC(CCCCCCCCCCCNC(CCCC[C@@H]2SC[C@@H]1NC(=O)N[C@H]21)=O)=O)=O)=O